(3-fluoro-2-methylphenyl)Boronic acid FC=1C(=C(C=CC1)B(O)O)C